1-cyclohexyl-2-phenyl-2-cyclohexyl-2-phenyl-ethane C1(CCCCC1)CC(C1=CC=CC=C1)(C1CCCCC1)C1=CC=CC=C1